OC[C@@H](CCCCCCCCCCCCCCC(=O)O)CCCCCCCCCCCCCC(=O)O (S)-3-hydroxypropane-1,2-diylbis(tetradecanoic acid)